9-(3,5-difluorophenyl)-3-methyl-16-thia-2,4,5,8-tetraazatetracyclo[8.6.0.02,6.011,15]hexadeca-1(10),3,5,8,11(15)-pentaene-13-carboxylic acid FC=1C=C(C=C(C1)F)C1=NCC2=NN=C(N2C=2SC=3CC(CC3C12)C(=O)O)C